BrC=1C=C(C(=O)C2=CC=CC3=C2SC2=C3C=CC=C2)C=CC1 4-(3-bromobenzoyl)dibenzo[b,d]thiophene